manganese mono-lysine N[C@@H](CCCCN)C(=O)O.[Mn]